O[C@@H](C)OC(=O)N1CCC1 [(1R)-1-hydroxyethyl]azetidine-1-carboxylate